CON(C(=O)C=1N=NC(=CC1)C)C N-Methoxy-N,6-dimethylpyridazine-3-carboxamide